P(=O)(O)(O)O.C(C)(=O)N[C@H]1C(O)O[C@@H]([C@H]([C@@H]1O)O)CO N-acetyl-glucosamin phosphate